1-aminopropyl-3-methylimidazol bis(trifluoromethanesulfonyl)imide salt [N-](S(=O)(=O)C(F)(F)F)S(=O)(=O)C(F)(F)F.NC(CC)C1=NC=CN1C